FC=1C(=C(C=CC1F)C1C(SC(C1)(C(F)(F)F)C)C(=O)NC1=C(C=C(C=C1)OB(O)O)OC)OC (4-(3-(3,4-difluoro-2-methoxyphenyl)-5-methyl-5-(trifluoromethyl)tetrahydrothiophene-2-carboxamido)-3-methoxyphenyl)boric acid